1-(2-(1-(4-(1-(tetrahydro-2H-pyran-2-yl)-1H-pyrazol-4-yl)phenyl)piperidin-4-yl)ethyl)pyrrolidin-2-one O1C(CCCC1)N1N=CC(=C1)C1=CC=C(C=C1)N1CCC(CC1)CCN1C(CCC1)=O